C(#N)C1=CN(C=C1)C1=CC=C(CN2N=CC(=C2)C(=O)N)C=C1 1-(4-(3-cyano-1H-pyrrol-1-yl)benzyl)-1H-pyrazole-4-carboxamide